2-{4-{(Z)-3-[4-(4-Fluorobutoxy)butylamino]propenyl}phenyl}-3-(3-hydroxyphenyl)-4-methyl-2H-chromen-6-ol FCCCCOCCCCNC\C=C/C1=CC=C(C=C1)C1OC2=CC=C(C=C2C(=C1C1=CC(=CC=C1)O)C)O